C(C)(C)(C)OC(=O)C(CCC[C@H](NC(CCCCCN1C(C=CC1=O)=O)=O)C(=O)O)N 6-(tert-Butoxycarbonyl)-N2-(6-(2,5-dioxo-2,5-dihydro-1H-pyrrol-1-yl)hexanoyl)-L-lysine